(2-chloro-6-fluoro-3-methylphenyl)methanamine ClC1=C(C(=CC=C1C)F)CN